C=CCCCCCCCCCCCCCCCC.[Se] Selenium Octadecene